O=C1NC(CCC1N1C(C2=CC=C(C=C2C1=O)NCCC[C@@H]1C[C@H](C1)N1N=CC(=C1)C1=NC(=CC=C1)C1CCN(CC1)C)=O)=O 2-(2,6-dioxopiperidin-3-yl)-5-((3-(trans-3-(4-(6-(1-methylpiperidin-4-yl)pyridin-2-yl)-1H-pyrazol-1-yl)cyclobutyl)propyl)amino)isoindoline-1,3-dione